[Si](C)(C)(C(C)(C)C)C#CC1=CC(=CC(=N1)C)C 6-[2-(tert-butyldimethylsilyl)ethynyl]2,4-lutidine